13-Bromo-5,14-dimethoxy-16,16-dioxo-19-(trifluoromethoxy)-9-oxa-16λ6-thia-4,17-diazatetracyclo[16.3.1.111,15.02,7]tricosa-1(21),2(7),3,5,11,13,15(23),18(22),19-nonaen-10-one BrC=1C=C2C(OCC=3C=C(N=CC3C3=CC=C(C(NS(C(C1OC)=C2)(=O)=O)=C3)OC(F)(F)F)OC)=O